C(CC)OC1CCC(CC1)N (1r,4r)-4-propoxycyclohex-an-1-amine